ClC=1C=C(C=CC1)N1CCNC2=CC=CC=C12 1-(3-chlorophenyl)-1,2,3,4-tetrahydroquinoxaline